ClC1=C(C=C(C(=N)NO)C=C1)I 4-chloro-N-hydroxy-3-iodo-benzamidine